D-cystathionine N[C@H](CCSC[C@H](C(=O)O)N)C(=O)O